BrC1=C(C(=C2C(N(CC2=C1)CC1=CC=C(C=C1)OC)(O)C1=C(C=CC(=C1)F)Cl)[N+](=O)[O-])C 6-bromo-3-(2-chloro-5-fluorophenyl)-3-hydroxy-2-(4-methoxybenzyl)-5-methyl-4-nitroisoindoline